C[C@]12CC[C@@H]([C@@]([C@@H]1CC[C@@]3([C@@H]2CC=C4[C@]3(CC[C@@]5([C@H]4CC(CC5)(C)C)C(=O)O)C)C)(C)CO)O The molecule is a sapogenin that is olean-12-en-28-oic acid substituted by hydroxy groups at positions 3 and 23 (the 3beta stereoisomer). It has a role as a plant metabolite. It is a pentacyclic triterpenoid, a dihydroxy monocarboxylic acid and a sapogenin. It derives from an oleanolic acid. It is a conjugate acid of a hederagenin(1-). It derives from a hydride of an oleanane.